BrC=1C(N(C(NC1)=O)C)=O 5-bromo-3-methylpyrimidine-2,4(1H,3H)-dione